1-(tert-butoxycarbonyl)-3-(6-chloropyridin-2-yl)-4-hydroxypiperidine-3-carboxylic acid C(C)(C)(C)OC(=O)N1CC(C(CC1)O)(C(=O)O)C1=NC(=CC=C1)Cl